6-(2-{6-azaspiro[2.5]octane-6-yl}-4-(2-hydroxyethanesulfonylamino)benzoylamino)-8-(4,4-Difluoropiperidin-1-yl)quinoline-3-carboxamide C1CC12CCN(CC2)C2=C(C(=O)NC=1C=C3C=C(C=NC3=C(C1)N1CCC(CC1)(F)F)C(=O)N)C=CC(=C2)NS(=O)(=O)CCO